4-acetamido-N-[(1r,3s)-3-{[2-(trifluoromethyl)quinolin-4-yl]amino}cyclohexyl]benzamide C(C)(=O)NC1=CC=C(C(=O)N[C@H]2C[C@H](CCC2)NC2=CC(=NC3=CC=CC=C23)C(F)(F)F)C=C1